COC1=C(OC2=NC=C(C=C2C(=O)NC2=CN=NC=C2)C(F)(F)F)C=CC(=C1)OC 2-(2,4-dimethoxy-phenoxy)-N-pyridazin-4-yl-5-(tri-fluoromethyl)pyridine-3-carboxamide